C1=NC=C(C2=CC=CC=C12)N1CC=2N=C(N=C(C2CC1)N1CC(NCC1)CC#N)OC[C@H]1N(CCC1)C 2-[4-[7-(4-isoquinolyl)-2-[[(2S)-1-methylpyrrolidin-2-yl]methoxy]-6,8-dihydro-5H-pyrido[3,4-d]pyrimidin-4-yl]piperazin-2-yl]acetonitrile